3,5-dichloro-4-(hydroxymethyl)-2-methoxyphenol ClC=1C(=C(C=C(C1CO)Cl)O)OC